3-(1-methyl-6-(2-methyl-6-oxopiperazin-1-yl)-1H-indazol-3-yl)piperidine-2,6-dione CN1N=C(C2=CC=C(C=C12)N1C(CNCC1=O)C)C1C(NC(CC1)=O)=O